C(C)(=O)O[C@H]1[C@@H](O[C@@H]([C@@H]([C@@H]1N=[N+]=[N-])OC(C)=O)COC(C)=O)Cl 2,4,6-tri-O-acetyl-3-azido-3-deoxy-β-D-galactopyranosyl chloride